COC(=O)C12CC(C1)(C2)C=O.CC=2C(=C(C=1CC3=CC=CC=C3C1C2)C2=C(C1=C(SC3=C1C=CC=C3)C=C2)C2=C(C(=C(C=C2)C2(C(C(C(C(C2[2H])([2H])[2H])([2H])[2H])([2H])[2H])([2H])[2H])[2H])C2(C(C(C(C(C2[2H])([2H])[2H])([2H])[2H])([2H])[2H])([2H])[2H])[2H])C2=NN=NC=C2)C (dimethylfluorenyl)[(diphenyl-d10)triazinylphenyl]dibenzothiophene methyl-3-formylbicyclo[1.1.1]pentane-1-carboxylate